[Si](C)(C)(C(C)(C)C)OC1CC(N(C1=C)C(=O)[O-])C(=O)[O-] 4-((tert-butyldimethylsilyl)oxy)-5-methylenepyrrolidine-1,2-dicarboxylate